FC(CCCCCCOC(CCC(=O)OCCCCCCN(CCCCCCCC(=O)OCCCCCCCCC)CCO)OCCCCCCC(C(F)(F)F)(F)F)(C(F)(F)F)F nonyl 8-((6-((4,4-bis((7,7,8,8,8-pentafluorooctyl)oxy)butanoyl)oxy)hexyl)(2-hydroxyethyl)amino)octanoate